N-[6-(5-chloro-2-fluorophenyl)pyridazin-4-yl]-7-[2-(4-methanesulfonylpiperazin-1-yl)ethoxy]quinolin-4-amine ClC=1C=CC(=C(C1)C1=CC(=CN=N1)NC1=CC=NC2=CC(=CC=C12)OCCN1CCN(CC1)S(=O)(=O)C)F